CCC(=O)C1=CCCCC1(C)C 2,6,6-trimethyl-1-cyclohexen-1-yl-acetaldehyde